OC1=NC=CC(=C1)O (E)-2,4-dihydroxypyridine